(R)-3-(N-(8-methylisoquinolin-1-yl)-4-(3-methylisoxazol-5-yl)-1,2,3,6-tetrahydropyridine-1-carboxamido)piperidine-1-carboxylate CC=1C=CC=C2C=CN=C(C12)N(C(=O)N1CCC(=CC1)C1=CC(=NO1)C)[C@H]1CN(CCC1)C(=O)[O-]